C(C)(=O)OC1CN(CCC1)CC(NC)=O 1-[(methylcarbamoyl)methyl]piperidin-3-yl acetate